(E)-1-methyl-2,5-diphenyl-4-styrylpyridinium iodide [I-].C[N+]1=C(C=C(C(=C1)C1=CC=CC=C1)\C=C\C1=CC=CC=C1)C1=CC=CC=C1